3,3-dioxido-2H-benzo[d][1,3]oxathiol O=S1(COC2=C1C=CC=C2)=O